tert-butyl (S)-(1-(4-hydroxyphenyl)-2-((4-methoxyphenyl)amino)-2-oxoethyl)carbamate OC1=CC=C(C=C1)[C@@H](C(=O)NC1=CC=C(C=C1)OC)NC(OC(C)(C)C)=O